FC(C(=O)N1CC=C(C2=CC=CC(=C12)OC)C1CCNCC1)(F)F N-trifluoroacetyl-8-methoxy-4-(piperidin-4-yl)quinoline